FC1=C(N)C=CC=C1CN1CCOCC1 2-fluoro-3-(morpholinylmethyl)aniline